N1(CCCC1)CCOC(=O)C1=C(C=C(C=C1)C1=CC=CC=C1)N1C(C2=CC=C(C=C2C1=O)C=1N=NNC1)=O 3-[1,3-Dioxo-5-(1H-[1,2,3]triazol-4-yl)-1,3-dihydroisoindol-2-yl]biphenyl-4-carboxylic acid 2-pyrrolidin-1-yl-ethyl ester